(Z)-7-(5-(3-bromo-2-methoxybenzylidene)-2,4-dioxathiazolidin-3-yl)heptanoic acid BrC=1C(=C(\C=C/2\ON(OS2)CCCCCCC(=O)O)C=CC1)OC